3-cyclopropyl-N-(2-fluoro-2-methylpropyl)-7-[(5-oxo-2H-furan-3-yl)amino]-7,8-dihydro-6H-cyclopenta[g]isoquinoline-5-sulfonamide C1(CC1)C=1N=CC=2C=C3C(=C(C2C1)S(=O)(=O)NCC(C)(C)F)CC(C3)NC=3COC(C3)=O